6-methoxy-1-methylindol-7-amine COC1=CC=C2C=CN(C2=C1N)C